4-(3-Ethyl-4-methyl-5-oxo-4,5-dihydro-1H-1,2,4-triazol-1-yl)-5-fluoro-2-[(2S)-pent-2-yloxy]-N-[2-(prop-2-yl)phenyl]benzamide C(C)C1=NN(C(N1C)=O)C1=CC(=C(C(=O)NC2=C(C=CC=C2)C(C)C)C=C1F)O[C@@H](C)CCC